Glutaraldehyde bis(2,4-dinitrophenylhydrazone) [N+](=O)([O-])C1=C(C=CC(=C1)[N+](=O)[O-])NN=CCCCC=NNC1=C(C=C(C=C1)[N+](=O)[O-])[N+](=O)[O-]